1-(prop-2-yn-1-yl)-5-amino-1H-indole-3-carbonitrile C(C#C)N1C=C(C2=CC(=CC=C12)N)C#N